5-fluoro-7-methoxy-2-methylbenzo[d]Oxazole-4-carbaldehyde FC1=CC(=C2C(N=C(O2)C)=C1C=O)OC